6-[1-(2-azido-1-phenylethyl)-1H-pyrazol-4-yl]-5-(p-chlorophenyl)-4-pyrimidinylamine N(=[N+]=[N-])CC(C1=CC=CC=C1)N1N=CC(=C1)C1=C(C(=NC=N1)N)C1=CC=C(C=C1)Cl